P(O)(=O)(OP(=O)(O)OP(=O)(O)O)OC[C@@H]1[C@H]([C@H]([C@@H](O1)N1C(=O)N=C(NC(C)=O)C(=C1)C)O)O 5-methyl-N4-acetyl-cytidine triphosphate